FC1=CC=C(C[C@H]2C[C@@H](NC2)C(=O)N2C3CC3CC2C(=O)N)C=C1 2-((2R,4S)-4-(4-fluorobenzyl)pyrrolidine-2-carbonyl)-2-azabicyclo[3.1.0]hexane-3-carboxamide